N-[(S)-1-(3,4-dimethoxyphenyl)ethyl]-8-cyclopropyl-4-(1,6-diaza-6-spiro[3.4]octyl)-6-methyl-1,7-diaza-3-naphthamide COC=1C=C(C=CC1OC)[C@H](C)NC(=O)C=1C=NC2=C(N=C(C=C2C1N1CC2(CCN2)CC1)C)C1CC1